N-(3-(4-amino-5-(3-fluoro-4-((4-methylpyrimidin-2-yl)oxy)phenyl)-7,8-dihydro-6H-imidazo[1',2':1,5]pyrrolo[2,3-d]pyrimidin-6-yl)-2-methoxyphenyl)methacrylamide NC=1C2=C(N=CN1)N1C(=C2C2=CC(=C(C=C2)OC2=NC=CC(=N2)C)F)N(CC1)C=1C(=C(C=CC1)NC(C(=C)C)=O)OC